BrC=1C=C(C=CC1)NC(NC1=C(C(=O)NCCC)C=CC(=C1)OC)=O 2-[3-(3-bromophenyl)ureido]-4-methoxy-N-propylbenzamide